C1(=C(C(=CC(=C1)C)C)[B-](C1=C(C=C(C=C1C)C)C)(C1=C(C=C(C=C1C)C)C)C1=C(C=C(C=C1C)C)C)C.C1(CCCCC1)[PH+](C1=CC(=CC(=C1)F)F)C1CCCCC1 Dicyclohexyl-(3,5-difluorophenyl)phosphonium tetramesitylborate